2-Cyano-N-[2-[(4,4-difluorocyclohexyl)amino]-1-(5-fluoro-3-pyridyl)-2-oxo-ethyl]-2-methyl-N-[4-(pentafluoro-λ6-sulfanyl)phenyl]propanamide C(#N)C(C(=O)N(C1=CC=C(C=C1)S(F)(F)(F)(F)F)C(C(=O)NC1CCC(CC1)(F)F)C=1C=NC=C(C1)F)(C)C